O=C1C2=C(C=CC3=C(N1CCCC(=O)O)C=CC=C3)C=CC=C2 oxo-dibenz[b,f]azocine-5(6H)-butanoic acid